N1N=CC(=C1)C=1C=C2C=C(N=CC2=CC1)NC(=O)[C@@H]1[C@@H](N(CC1)C(=O)OC(C)(C)C)C tert-butyl (2s,3s)-3-((6-(1H-pyrazol-4-yl) isoquinolin-3-yl) carbamoyl)-2-methylpyrrolidine-1-carboxylate